Cl\C=C/CC(COC1=CC(=CC(=C1)F)Cl)ON (Z)-O-[4-chloro-1-(3-chloro-5-fluoro-phenoxymethyl)-but-3-enyl]-hydroxylamine